O-Ethyl-N-methyl-N-(4-n-propylamino-6-prop-2-ynylamino-[1,3,5]triazin-2-yl)-hydroxylamine C(C)ON(C1=NC(=NC(=N1)NCCC)NCC#C)C